benzyl-(4-hydroxy-1-bromo-7-phenoxyisoquinoline-3-carboxamide) acetate C(C)(=O)O.C(C1=CC=CC=C1)C1=C2C(=C(N=C(C2=CC(=C1)OC1=CC=CC=C1)Br)C(=O)N)O